C(#N)C(CC1=CC=C(C=C1)C=1C=CC2=C(N(C(O2)=O)C)C1)[C@@]1(OCC(CNC1)(F)F)C(=O)N (S)-1-cyano-2-(4-(3-methyl-2-oxo-2,3-dihydrobenzo[d]oxazol-5-yl)phenyl)ethyl-6,6-difluoro-1,4-oxazepan-2-carboxamide